α-(2-pyridyldithio)toluene N1=C(C=CC=C1)SSCC1=CC=CC=C1